N1CC(C1)CN1CCN(CC1)C=1C=C2CN(C(C2=CC1)=O)[C@@H]1C(NC(CC1)=O)=O (3S)-3-[5-[4-(azetidin-3-ylmethyl)piperazin-1-yl]-1-oxo-isoindolin-2-yl]piperidine-2,6-dione